CC=1C=C2C(N(C(C2=CC1)=O)CCNC(CSCC(=O)O)=O)=O 2-[2-[2-(5-methyl-1,3-dioxo-isoindol-2-yl)ethylamino]-2-oxo-ethyl]sulfanylacetic acid